3-Bromopyridin-2(1H)-one BrC=1C(NC=CC1)=O